N-propionyl-selenocysteine tert-Butyl-(S)-3-(2-oxo-1-(4'-(trifluoromethoxy)-[1,1'-biphenyl]-4-yl)-1,2-dihydro-3H-imidazo[4,5-b]pyridin-3-yl)pyrrolidine-1-carboxylate C(C)(C)(C)[C@@H]1N(CCC1N1C(N(C=2C1=NC=CC2)C2=CC=C(C=C2)C2=CC=C(C=C2)OC(F)(F)F)=O)C(=O)O.C(CC)(=O)N[C@@H](C[SeH])C(=O)O